2-(4-chloro-5-fluoro-2-(methoxymethyloxy)phenyl)-4,4,5,5-tetramethyl-1,3,2-dioxaborolan ClC1=CC(=C(C=C1F)B1OC(C(O1)(C)C)(C)C)OCOC